CS(=O)(=O)O[C@@H]1[C@@H]([C@H]([C@]2([C@@]1(C1=NC=C(C=C1O2)Cl)O)C2=CC=C(C=C2)Br)C2=CC=CC=C2)CN(C)C |r| rac-(5aR,6S,7S,8R,8aS)-5a-(4-bromophenyl)-3-chloro-7-((dimethylamino)methyl)-8a-hydroxy-6-phenyl-5a,7,8,8a-tetrahydro-6H-cyclopenta[4,5]furo[3,2-b]pyridin-8-yl methanesulfonate